3-bromo-1,6-naphthyridin-5-amine BrC=1C=NC=2C=CN=C(C2C1)N